N-(3-cyclopropyl-1-methyl-1H-pyrazol-4-yl)-2-(1H-pyrazol-4-yl)-1,3-thiazole C1(CC1)C1=NN(C=C1N1C(SC=C1)C=1C=NNC1)C